CN(C1CCN(CC1)C(C)C=1N2C=C(C=C2C=C(C1C)C(=O)NCC=1C(NC(=CC1OC)C)=O)C=1N(C=CN1)C)C 5-(1-(4-(dimethylamino)piperidin-1-yl)ethyl)-N-((4-methoxy-6-methyl-2-oxo-1,2-dihydropyridin-3-yl)methyl)-6-methyl-2-(1-methyl-1H-imidazol-2-yl)indolizine-7-carboxamide